NC(C(=O)O)CCSCC 2-amino-4-(ethylthio)butyric acid